4-[4-(4-hydroxybutyl-oxy)benzoyl]cinnamic acid methyl ester COC(C=CC1=CC=C(C=C1)C(C1=CC=C(C=C1)OCCCCO)=O)=O